C(C)(C)(C)OC(=O)NCCCCC1=C(C=CC(=C1)F)NC1=C(C(=O)OC)C=C(C=C1)C(F)(F)F methyl 2-((2-(4-((tert-Butoxycarbonyl) amino) butyl)-4-fluorophenyl) amino)-5-(trifluoromethyl)-benzoate